Naphthalenesulfonylchloride C1(=CC=CC2=CC=CC=C12)S(=O)(=O)Cl